1,1,1-trifluoro-N-(4-fluoro-2-(4-hydroxy-3-(1-(pyridin-2-yl)ethyl)chroman-7-yl)phenyl)methanesulfonamide FC(S(=O)(=O)NC1=C(C=C(C=C1)F)C1=CC=C2C(C(COC2=C1)C(C)C1=NC=CC=C1)O)(F)F